N-(3-fluoropyridin-4-yl)-6-(7-methyl-[1,2,4]triazolo[4,3-b]pyridazin-6-yl)-5,6,7,8-tetrahydro-1,6-naphthyridin-3-amine FC=1C=NC=CC1NC=1C=NC=2CCN(CC2C1)C=1C(=CC=2N(N1)C=NN2)C